(e)-4-chloro-6-methyl-pyrimidin-2-amine ClC1=NC(=NC(=C1)C)N